BrC=1C=2C(N=C(C1)Cl)=CNN2 7-bromo-5-chloro-2H-pyrazolo[4,3-b]pyridine